Thieno[2,3-d]pyrimidin-2-amine N1=C(N=CC2=C1SC=C2)N